(S)- and (R)-2-((4-chlorophenethyl)amino)-1-(6-(1-methyl-1H-pyrazol-4-yl)-1H-indol-3-yl)-2-phenylethan-1-one ClC1=CC=C(CCN[C@H](C(=O)C2=CNC3=CC(=CC=C23)C=2C=NN(C2)C)C2=CC=CC=C2)C=C1 |r|